C(C)(C)C1=C2C=C(N=CC2=C(C=C1[C@H]1N(CCC1)C(C=C)=O)N1[C@@H]([C@H](C1)CS(=O)(=O)C)C)NC1=NC(=NC=C1)N1CCC(CC1)OC 1-((S)-2-(5-isopropyl-3-((2-(4-methoxypiperidin-1-yl)pyrimidin-4-yl)amino)-8-((2R,3S)-2-methyl-3-((methylsulfonyl)methyl)azetidin-1-yl)isoquinolin-6-yl)pyrrolidin-1-yl)prop-2-en-1-one